C1(=CC=CC=C1)C1=C(C(=NN=N1)C=1C(=C(C=CC1)C1=C(C=CC=2[Se]C3=C(C21)C=CC=C3)C3=CC=CC=C3)C3=NC=CC=C3)C3=CC=CC=C3 (diphenyltriazinyl)(pyridinyl)(Phenyldibenzoselenophenyl)benzene